1-(6-Fluoroindol-1-yl)propan-2-amine FC1=CC=C2C=CN(C2=C1)CC(C)N